C(C#CC)OC=1C(=C(C=NC1)CC1=C(C(=NC=C1)NS(NC)(=O)=O)F)C 4-[(5-but-2-ynoxy-4-methyl-3-pyridyl)methyl]-3-fluoro-N-(methylsulfamoyl)pyridin-2-amine